FC=1C=C(CO[C@@H]2[C@H]([C@H]([C@H](O[C@]23OCCCC3)CO)O)N3N=NC(=C3)C3=CC(=C(C(=C3)F)F)F)C=CC1 (2R,3R,4S,5R,6S)-5-((3-fluorobenzyl)oxy)-2-(hydroxymethyl)-4-(4-(3,4,5-trifluorophenyl)-1H-1,2,3-triazol-1-yl)-1,7-dioxaspiro[5.5]undecane-3-ol